5-(aminomethyl)-1-(difluoromethyl)-N,N-dimethyl-pyrazole-3-carboxamide NCC1=CC(=NN1C(F)F)C(=O)N(C)C